3-methyl-5-(((2-oxopiperidin-3-yl)methyl)amino)-8-(4-(trifluoromethyl)phenyl)pyrido[4,3-d]pyrimidin-4(3H)-one CN1C=NC2=C(C1=O)C(=NC=C2C2=CC=C(C=C2)C(F)(F)F)NCC2C(NCCC2)=O